C[C@]12CC3(CC(C[C@@](C1)(C3)C)C2)NCCCCCCCSC2=C3C(N(C(=NC3=CC=C2)C(F)(F)F)C2C(NC(CC2)=O)=O)=O |r| 3-(5-((7-(((1SR,3RS,5SR,7r)-3,5-dimethyladamantan-1-yl)amino)heptyl)thio)-4-oxo-2-(trifluoromethyl)quinazolin-3(4H)-yl)piperidine-2,6-dione